The molecule is a 2-monoglyceride obtained by formal condensation of the carboxy group of prostaglandin E2 with the 2-hydroxy group of glycerol. It has a role as a human metabolite. It is a 2-monoglyceride, an alicyclic ketone, a secondary allylic alcohol, a prostaglandins E and a tetrol. It derives from a prostaglandin E2. CCCCC[C@@H](/C=C/[C@H]1[C@@H](CC(=O)[C@@H]1C/C=C\\CCCC(=O)OC(CO)CO)O)O